ClC1=CC=C(C=C1)C1=C(CCC(C1)(C)C)CN1CCN(CC1)C1=CC(=C(C=C1)S(=O)(=O)NC(=O)C=1N(N=C(C1C)C)C)OC=1C=C2C(=NC1)NC=C2 N-[4-[4-[[2-(4-chlorophenyl)-4,4-dimethylcyclohexen-1-yl]methyl]piperazin-1-yl]-2-(1H-pyrrolo[2,3-b]pyridin-5-yloxy)phenyl]sulfonyl-2,4,5-trimethylpyrazole-3-carboxamide